CC1=CC=C(C=C1)S(=O)(=O)OCCCCCCCCNC(=O)OC(C)(C)C 8-(tert-butoxycarbonylamino)octyl 4-methylbenzenesulfonate